(1s,4s)-1-ethyl-4-((4-methoxy-5-(pyrazolo[1,5-a]pyridin-5-yl)-7H-pyrrolo[2,3-d]pyrimidin-2-yl)amino)cyclohexan-1-ol C(C)C1(CCC(CC1)NC=1N=C(C2=C(N1)NC=C2C2=CC=1N(C=C2)N=CC1)OC)O